C(C1=CC=CC=C1)OC=1C=C(C2=CC=CC=C2C1)C1=C(C=2N=C(N=C(C2C=N1)NCC1(CCC1)N(C)C)OC[C@]12CCCN2C[C@@H](C1)F)F 7-(3-(benzyloxy)naphthalen-1-yl)-N-((1-(dimethylamino)cyclobutyl)methyl)-8-fluoro-2-(((2R,7aS)-2-fluorotetrahydro-1H-pyrrolizin-7a(5H)-yl)methoxy)pyrido[4,3-d]pyrimidin-4-amine